cyanocyclopropanoic acid C(#N)C1(CC1)C(=O)O